NCC1=CC=C(C=C1)C(CO)(C)O 2-[4-(aminomethyl)phenyl]Propane-1,2-diol